NC(CCC(C(=O)O)N1C(C2=CC=CC(=C2C1=O)F)=O)=O 5-amino-2-(4-fluoro-1,3-bisoxoisoindolin-2-yl)-5-oxopentanoic acid